C1CC12NC(CC2)C[O-] (4-azaspiro[2.4]heptan-5-yl)methoxide